S1C=C(C=C1)C1=CC=C(CN2CCCCC2)C=C1 1-(4-(thiophen-3-yl)benzyl)piperidin